2-(2'-(6-((5-(methylthio)-1,3,4-thiadiazol-2-yl)carbamoyl)-2-oxo-2H-pyran-4-yl)-[1,1'-biphenyl]-4-yl)acetic acid CSC1=NN=C(S1)NC(=O)C1=CC(=CC(O1)=O)C1=C(C=CC=C1)C1=CC=C(C=C1)CC(=O)O